1-(pyridin-3-yl)-7-(trifluoromethyl)-1H,5H-imidazo[1,2-a]pyrimidin-5-one N1=CC(=CC=C1)N1C=CN2C1=NC(=CC2=O)C(F)(F)F